OC[C@@H](COC)NC(=O)C=1C(N(N=C(C1)C1=CC=C(C=C1)C(F)(F)F)C=1C=NC=CC1)=O N-[(2S)-1-hydroxy-3-methoxyprop-2-yl]-3-oxo-2-(pyridin-3-yl)-6-[4-(trifluoromethyl)phenyl]-2,3-dihydropyridazine-4-carboxamide